N1CC(C1)NC1CN(C1)C1=NC=C(C=N1)C=1C=CC=2N(C1)C(=C(N2)CC)N(C=2SC(=C(N2)C2=CC=C(C=C2)F)C#N)C 2-((6-(2-(3-(azetidin-3-ylamino)azetidin-1-yl)pyrimidin-5-yl)-2-ethylimidazo[1,2-a]pyridin-3-yl)(methyl)amino)-4-(4-fluorophenyl)thiazole-5-carbonitrile